3-Amino-4-bromo-6-chloro-N-(1-(4-methoxyphenyl)ethyl)picolinamide NC=1C(=NC(=CC1Br)Cl)C(=O)NC(C)C1=CC=C(C=C1)OC